5-chloro-N-[(furan-2-yl)methyl]-3-methyl-2-[(1S)-1-(methylamino)ethyl]thieno[3,2-b]pyridin-7-amine hydrochloride Cl.ClC1=CC(=C2C(=N1)C(=C(S2)[C@H](C)NC)C)NCC=2OC=CC2